4-(allyloxy)-5-chloropyridin-3-amine C(C=C)OC1=C(C=NC=C1Cl)N